3,5-dimethyl-6-phenyl-2,3,4,5-tetrahydropyridine CC1CN=C(C(C1)C)C1=CC=CC=C1